N1(CCC1)C1=CC2=C(SC(=C2)B(O)O)C(=C1)C#N (5-(azetidin-1-yl)-7-cyanobenzo[b]thiophen-2-yl)boronic acid